ethyl 6-(N'-hydroxycarbamimidoyl)imidazo[1,2-a]pyridine-2-carboxylate ON=C(N)C=1C=CC=2N(C1)C=C(N2)C(=O)OCC